N-(4-{[6-chloro-2-(trifluoromethyl)quinolin-4-yl]amino}cyclohexyl)-5-fluoro-1H-pyrrolo[2,3-b]pyridine-2-carboxamide ClC=1C=C2C(=CC(=NC2=CC1)C(F)(F)F)NC1CCC(CC1)NC(=O)C1=CC=2C(=NC=C(C2)F)N1